6-amino-3-(3-(dimethylamino)propyl)isobenzofuran-1(3H)-one NC1=CC=C2C(OC(C2=C1)=O)CCCN(C)C